FC1=C(C2=C(C(=C(C(=C2C(=C1F)F)F)F)F)F)[B-](C1=C(C(=C(C2=C(C(=C(C(=C12)F)F)F)F)F)F)F)(C1=C(C(=C(C2=C(C(=C(C(=C12)F)F)F)F)F)F)F)C1=C(C(=C(C2=C(C(=C(C(=C12)F)F)F)F)F)F)F.CN methylamine tetrakis(perfluoronaphthyl)borate